2-cyclohexyl-N-(2-phenoxybenzyl)ethanamine hydrochloride Cl.C1(CCCCC1)CCNCC1=C(C=CC=C1)OC1=CC=CC=C1